1-(Cyclopropylcarbonyl)-4-[5-[(3,4-dihydro-4-oxo-1-phthalazinyl)methyl]-2-fluorobenzoyl]piperazine C1(CC1)C(=O)N1CCN(CC1)C(C1=C(C=CC(=C1)CC1=NNC(C2=CC=CC=C12)=O)F)=O